nonyldecene C(CCCCCCCC)C=CCCCCCCCC